(R)-2-Trifluoromethyl-2-hydroxypropanoic acid FC([C@](C(=O)O)(C)O)(F)F